N-[9-[(2R,4R,5R)-5-[[bis(4-methoxyphenyl)-phenyl-methoxy]methyl]-4-[2-cyanoethoxy-(diisopropylamino)phosphanyl]oxy-tetrahydrofuran-2-yl]-6-oxo-1H-purin-2-yl]-2-methyl-propanamide COC1=CC=C(C=C1)C(OC[C@@H]1[C@@H](C[C@@H](O1)N1C=2N=C(NC(C2N=C1)=O)NC(C(C)C)=O)OP(N(C(C)C)C(C)C)OCCC#N)(C1=CC=CC=C1)C1=CC=C(C=C1)OC